[Si](C)(C)(C(C)(C)C)OCC=1C=C(C(=O)O)C(=CN1)Cl 2-((tert-butyldimethylsilyloxy)methyl)-5-chloroisonicotinic acid